CN1C(=NC2=C1C=CC=C2)CNC(CC(C)C)=O N-[(1-methyl-1H-benzimidazol-2-yl)-methyl]isovaleramide